NC=1C(NC2=C3C=CC=NC3=C(C=C2C1C1=C2C=NNC2=C(C(=C1)F)Cl)OC)=O 3-amino-4-(7-chloro-6-fluoro-1H-indazol-4-yl)-6-methoxy-1H-1,7-phenanthrolin-2-one